ClC1=NC=C(C2=CC=C(C=C12)OC(C(=O)N)COC)C1=C(C=CC=C1)C 2-((1-chloro-4-(o-tolyl)isoquinolin-7-yl)oxy)-3-methoxypropanamide